8-chloro-1-(methylamino)-1,2,4,5-tetrahydropyrano[3,4-c]Isoquinoline ClC=1C=CC2=C3C(NC=C2C1)COCC3NC